tert-Butyl N-[(1S)-1-(5-chloro-6-fluoro-1H-1,3-benzodiazol-2-yl)ethyl]carbamate ClC1=CC2=C(NC(=N2)[C@H](C)NC(OC(C)(C)C)=O)C=C1F